C(C)[C@]1(C(OCC=2C(N3CC=4C(=NC=5C=C(C(=CC5C4)NC(CNC(CCC4=CC=CC=C4)=O)=O)F)C3=CC21)=O)=O)O (S)-1-((2-(((S)-4-ethyl-8-fluoro-4-hydroxy-3,14-dioxo-3,4,12,14-tetrahydro-1H-pyrano[3',4':6,7]indolizino[1,2-b]quinolin-9-yl)amino)-2-oxoethyl)amino)-1-oxo-3-phenylpropane